dicyclopentyl(3,5-diethoxyphenyl)phosphine C1(CCCC1)P(C1=CC(=CC(=C1)OCC)OCC)C1CCCC1